C(C)C(COCCOCCOCCO)CCCC triethylene glycol mono-2-ethylhexyl ether